C(CCCCCCCCCCCCCCC)(=O)OCCCCCCCCCCCCCCCCCCCC eicosanol palmitate